BrC1=C(C=CC=C1)C1N(CCCC1O)CC1=CC=C(C=C1)OC (2-Bromophenyl)-1-(4-methoxybenzyl)piperidin-3-ol